1,6-di(4-aminophenyl)-1,5-hexadiene-3,4-dione NC1=CC=C(C=C1)C=CC(C(C=CC1=CC=C(C=C1)N)=O)=O